6-(2,3-dichloro-6-methoxyphenyl)-2-azaspiro[3.3]heptane ClC1=C(C(=CC=C1Cl)OC)C1CC2(CNC2)C1